5-[2-(3',4'-dimethoxyspiro[1,3-dioxane-2,9'-thioxanthene]-5-yl)ethyl]-3',4'-dimethoxyspiro[1,3-dioxane-2,9'-thioxanthene] COC=1C=CC=2C3(C4=CC=CC=C4SC2C1OC)OCC(CO3)CCC3COC1(C2=CC=CC=C2SC=2C(=C(C=CC12)OC)OC)OC3